6-chloropyridazine-3-carboxamide ClC1=CC=C(N=N1)C(=O)N